SC(CS(=O)(=O)[O-])CS.SC(CC)(S(=O)(=O)O)S.[Na+] sodium dimercaptopropanesulfonate (2,3-bis(sulfanyl) propane-1-sulfonate)